COC(COCC(C)C)C propylene glycol isobutyl methyl ether